N-Boc-2-(1-phenyl-1H-1,2,4-triazole-3-oxy)ethylamine C(=O)(OC(C)(C)C)NCCOC1=NN(C=N1)C1=CC=CC=C1